C(C)N1N=C(C=C1C)C(=O)NC1=CC(=CC(=C1)NS(=O)(=O)C)F 1-ethyl-N-(3-fluoro-5-(methylsulfonamido)phenyl)-5-methyl-1H-pyrazole-3-carboxamide